N1CCC=2C1=NC=CC2N2C(C(NC(C2)(C)C)(C)C)=O 1-(2,3-dihydro-1H-pyrrolo[2,3-b]pyridin-4-yl)-3,3,5,5-tetramethylpiperazin-2-one